FC1(C(C2=C(C=CC(=C12)OC1=CC(=C(C(=C1)C)C(F)(F)F)F)C(F)(F)F)O)F 8,8-difluoro-2-(3-fluoro-5-methyl-4-trifluoromethylphenoxy)-5-trifluoromethylbicyclo[4.2.0]octa-1,3,5-triene-7-ol